(S)-N-(4-(3-aminopiperidin-1-yl)-5-((1-(trifluoromethyl)-1H-pyrazol-4-yl)ethynyl)pyridin-2-yl)-2-(2-fluoro-6-methoxyphenyl)pyrimidin-4-amine N[C@@H]1CN(CCC1)C1=CC(=NC=C1C#CC=1C=NN(C1)C(F)(F)F)NC1=NC(=NC=C1)C1=C(C=CC=C1OC)F